2-(1-(2-((2-chloro-4-fluorophenyl) amino)-5-methylpyrimidin-4-yl)-1H-pyrrole-3-carboxamido)-2-phenylethyl 2-amino-4-methylpentanoate NC(C(=O)OCC(C1=CC=CC=C1)NC(=O)C1=CN(C=C1)C1=NC(=NC=C1C)NC1=C(C=C(C=C1)F)Cl)CC(C)C